ClC=1C(=NC(=NC1)NC1CCOCC1)C1=CC=C2CN(C(C2=C1)=O)CC(=O)NC(C)C1=CC(=C(C=C1)OC)F 2-(6-{5-chloro-2-[(oxan-4-yl)amino]pyrimidin-4-yl}-1-oxo-2,3-dihydro-1H-isoindol-2-yl)-N-[1-(3-fluoro-4-methoxyphenyl)ethyl]acetamide